(1s)-2-(2,6-difluoroanilino)-1,3,4-trifluoroanthraquinone FC1=C(NC2=C(C=3C(C4=CC=CC=C4C(C3C(=C2F)F)=O)=O)F)C(=CC=C1)F